C1CO[C@H]2[C@@H]1C3=C(O2)C=C4C(=C3O)C(=O)C5=C(C4=O)C=C(C=C5O)O The molecule is an organic heteropentacyclic compound that is 2,3,3a,12a-tetrahydroanthra[2,3-b]furo[3,2-d]furan-5,10-dione carrying three hydroxy substituents at positions 4, 6 and 8. It has a role as an Aspergillus metabolite. It is an organic heteropentacyclic compound, a cyclic acetal, a polyphenol and a member of p-quinones. It is a conjugate acid of a versicolorin B(1-).